Di(n-butyl)peroxydicarbonate C(CCC)OC(=O)OOC(=O)OCCCC